CC=1N=CSC1C1=CC=C(C=C1)[C@@H](C)N (R)-1-(4-(4-methylthiazol-5-yl)phenyl)ethan-1-amine